ClC1=NC=C(C(=C1)NC1CC(CCC1)F)C#CC=1C=NN(C1)C 2-chloro-N-(3-fluorocyclohexyl)-5-((1-methyl-1H-pyrazol-4-yl)ethynyl)pyridin-4-amine